ClC=1C=C(C=C(C1OC=1C=C2C(=CC(=NC2=CC1)C1=CC(=NC=C1)C)C)Cl)N1N=C(C(NC1=O)=O)C#N 2-(3,5-dichloro-4-((2-(2-methylpyridin-4-yl)-4-methylquinolin-6-yl)oxy)phenyl)-3,5-dioxo-2,3,4,5-tetrahydro-1,2,4-triazine-6-carbonitrile